C(C1=CC=CC=C1)NC(C=CC1=CC=CC=C1)=O N-benzylcinnamamide